N-((5-(5-(difluoromethyl)-1,3,4-oxadiazol-2-yl)pyridin-2-yl)methyl)-3-fluoro-N-phenyl-1-(1-propylpiperidin-4-yl)azetidine-3-carboxamide FC(C1=NN=C(O1)C=1C=CC(=NC1)CN(C(=O)C1(CN(C1)C1CCN(CC1)CCC)F)C1=CC=CC=C1)F